tert-butyl N-[[2-oxo-3-(3-oxo-4H-pyrido[3,2-b][1,4]oxazin-6-yl)-5-(2-phenylmethoxyethyl)-1,3-oxazolidin-5-yl]methyl]carbamate O=C1OC(CN1C=1C=CC=2OCC(NC2N1)=O)(CCOCC1=CC=CC=C1)CNC(OC(C)(C)C)=O